4-Acetyl-8-fluoroisoquinolin-1(2H)-one C(C)(=O)C1=CNC(C2=C(C=CC=C12)F)=O